C(CC)N(CCCCC(CCCCCCC(C(=O)[O-])CCCC(CCCCC)CCC)(CCCCCCC(C(=O)[O-])CCCC(CCCCC)CCC)O)CCC 7-(4-(dipropylamino)butyl)-7-hydroxytridecane-1,13-diylbis(6-propylundecanoate)